[N+](=O)([O-])C1=CC=C(C=C1)N=NC1=CC=C(C=C1)O 4-[(4-nitrophenyl)-diazenyl]phenol